4-{(1R,2R)-2-[4-(3-fluorophenyl)-1,3-thiazol-2-yl]cyclopropyl}benzenesulfonamide FC=1C=C(C=CC1)C=1N=C(SC1)[C@H]1[C@@H](C1)C1=CC=C(C=C1)S(=O)(=O)N